N-(2,6-dioxopiperidin-3-yl)-2-fluoro-4-(4-(2-hydroxyethyl)piperidin-1-yl)benzamide O=C1NC(CCC1NC(C1=C(C=C(C=C1)N1CCC(CC1)CCO)F)=O)=O